CN(CC(=O)N1CCC(=CC1)C=1C(=CC(=C(C1)NC(=O)C1=CNC(C=C1C(F)(F)F)=O)N1C[C@H](N([C@H](C1)C)C)C)F)C N-[5-[1-[2-(dimethylamino)acetyl]-3,6-dihydro-2H-pyridin-4-yl]-4-fluoro-2-[(3R,5S)-3,4,5-trimethylpiperazin-1-yl]phenyl]-6-oxo-4-(trifluoromethyl)-1H-pyridine-3-carboxamide